Cl.Cl.CC1=CC(=C2C(=N1)CNC2C)C 2,4,5-Trimethyl-6,7-dihydro-5H-pyrrolo[3,4-b]pyridine, Dihydrochloride Salt